3-(2-cyclopropyl-7-methoxybenzofuran-4-yl)pyridine Ethyl-2-(4-chloro-7-fluoro-6-(4-morpholinophenyl)-2H-indazol-2-yl)-2-(6,7-dihydro-5H-pyrrolo[1,2-c]imidazol-1-yl)acetate C(C)OC(C(C1=C2N(C=N1)CCC2)N2N=C1C(=C(C=C(C1=C2)Cl)C2=CC=C(C=C2)N2CCOCC2)F)=O.C2(CC2)C=2OC1=C(C2)C(=CC=C1OC)C=1C=NC=CC1